(E)-3-(3-methoxy-4-(prop-2-yn-1-yloxy)phenyl)acryloyl isothiocyanate COC=1C=C(C=CC1OCC#C)/C=C/C(=O)N=C=S